C(C=C)(=O)N[C@@H]1[C@@H](CCC1)NC(=O)C=1SC=2N=CC=C3N(C(NC1C23)=O)C2=C(C=C(C=C2)OC=2C=NC=CC2)C N-((1R,2S)-2-Acrylamidocyclopentyl)-5-(2-methyl-4-(pyridin-3-yloxy)phenyl)-4-oxo-4,5-dihydro-3H-1-thia-3,5,8-triazaacenaphthylene-2-carboxamide